tert-butyl (S)-((3-(5-ethyl-3-(4-fluoro-2-methoxyphenoxy)-6-(trifluoromethyl)pyridazine-4-carboxamido)phenyl)(methyl)(oxo)-λ6-sulfaneylidene)carbamate C(C)C=1C(=C(N=NC1C(F)(F)F)OC1=C(C=C(C=C1)F)OC)C(=O)NC=1C=C(C=CC1)[S@@](=O)(C)=NC(OC(C)(C)C)=O